1-((4-aminophenyl)thio)propan-2-ol NC1=CC=C(C=C1)SCC(C)O